3-bromo-N-[2-(methanesulfonamido)ethyl]pyrazolo[1,5-a]pyridine-6-carboxamide BrC=1C=NN2C1C=CC(=C2)C(=O)NCCNS(=O)(=O)C